ClC1=CC=C(C2=CC=CC=C12)NC1=NC=NC2=CC(=C(C=C12)OC1CCN(CC1)C(C=C)=O)OC 1-(4-((4-((4-chloronaphthalen-1-yl)amino)-7-methoxyquinazolin-6-yl)oxy)piperidin-1-yl)prop-2-en-1-one